acryloyloxyethylbenzyldiethyl-ammonium bromide [Br-].C(C=C)(=O)OCC[N+](CC)(CC)CC1=CC=CC=C1